CC1=C(C=CC=2N=C(N(C21)C[C@H]2OCC2)CC2=C(C=C(C(=C2)F)C2=NC(=CC=C2)OCC=2SC(=C(C2)F)Br)F)C(=O)OCC(CCCC2=CC=CC=C2)C 2-methyl-5-phenyl-pentanol Methyl-2-[[4-[6-[(5-bromo-4-fluoro-2-thienyl)methoxy]-2-pyridyl]-2,5-difluoro-phenyl]methyl]-3-[[(2S)-oxetan-2-yl]methyl]benzimidazole-5-carboxylate